OC=1C=C(C2OC3=CC(=CC=C3C(C2=O)O)O)C=CC1 3',4,7-trihydroxyflavanone